Cl.N1CCC(CC1)OC(=O)N1C=CC2=C1N=CN=C2 Pyrrolo[2,3-d]Pyrimidine-7-carboxylic acid 4-piperidinyl ester hydrochloride